N6-furfuryl-adenine tert-butyl-(2-(1-(3-((tert-butoxycarbonyl)amino)propoxy)cyclopropyl)pyridin-4-yl)(1-(tert-butyl)-3-((1S,3R)-3-hydroxycyclopentyl)-1H-pyrazol-5-yl)carbamate C(C)(C)(C)C=1C(=NN(C1N(C(O)=O)C1=CC(=NC=C1)C1(CC1)OCCCNC(=O)OC(C)(C)C)C(C)(C)C)[C@@H]1C[C@@H](CC1)O.C(C1=CC=CO1)NC1=C2NC=NC2=NC=N1